di(dibutylphenyl) carbonate C(OC1=C(C(=CC=C1)CCCC)CCCC)(OC1=C(C(=CC=C1)CCCC)CCCC)=O